2-(2-methoxyethoxy)-N-(5-{1-[4-(trifluoromethyl)phenyl]-1H-pyrazol-4-yl}-1H-indol-3-yl)acetamide COCCOCC(=O)NC1=CNC2=CC=C(C=C12)C=1C=NN(C1)C1=CC=C(C=C1)C(F)(F)F